C(C)OC(C(CC)C(=O)OCC)=O 2-ethoxycarbonylbutanoic acid ethyl ester